N-(2,3-dihydro-1,4-benzoxazin-4-yl)-4-(1,1-dioxothietan-3-yl)-7-fluoro-8-(2,3,5-trifluorophenyl)quinoline-3-carboxamide O1CCN(C2=C1C=CC=C2)NC(=O)C=2C=NC1=C(C(=CC=C1C2C2CS(C2)(=O)=O)F)C2=C(C(=CC(=C2)F)F)F